C(C1=CC=CC=C1)OC(=O)N1[C@H](CC[C@H](C1)N)C (2S,5R)-5-amino-2-methyl-piperidine-1-carboxylic acid benzyl ester